6-bromo-2-(4-hydroxycyclohexyl)-1,3-benzothiazole-5-carboxylic acid methyl ester COC(=O)C=1C(=CC2=C(N=C(S2)C2CCC(CC2)O)C1)Br